1-(1-(3-chlorophenyl)-3,6,8,9-tetrahydro-7H-pyrrolo[2,3-c][2,7]naphthyridin-7-yl)ethan-1-one ClC=1C=C(C=CC1)C1=CNC=2N=CC=3CN(CCC3C21)C(C)=O